2-([1,1'-biphenyl]-4-yl)-4-(3-chlorophenyl)-6-(2-phenyldibenzo[b,d]thiophen-4-yl)-1,3,5-triazine C1(=CC=C(C=C1)C1=NC(=NC(=N1)C1=CC(=CC=C1)Cl)C1=CC(=CC2=C1SC1=C2C=CC=C1)C1=CC=CC=C1)C1=CC=CC=C1